ClC1=CC=C(CN2CC3=C(CC2)C(=C(S3)NC(=O)NCCCCN3CCCC3)C(=O)N)C=C1 6-(4-chlorobenzyl)-2-{3-[4-(pyrrolidin-1-yl)butyl]ureido}-4,5,6,7-tetrahydrothieno[2,3-c]pyridine-3-carboxamide